tert-butyl (3R,4S)-3-((8-fluoro-4-(4-(trifluoromethyl)phenyl)phthalazin-1-yl)amino)-4-hydroxypyrrolidine-1-carboxylate FC=1C=CC=C2C(=NN=C(C12)N[C@@H]1CN(C[C@@H]1O)C(=O)OC(C)(C)C)C1=CC=C(C=C1)C(F)(F)F